4-(5-(3-((2-(3-carboxypropanoyl)-4-chloro-6-methoxyisoindolin-5-yl)oxy)propoxy)-6-methoxybenzo[b]thiophen-2-yl)-4-oxobutanoic acid C(=O)(O)CCC(=O)N1CC2=CC(=C(C(=C2C1)Cl)OCCCOC1=CC2=C(SC(=C2)C(CCC(=O)O)=O)C=C1OC)OC